FC1=C(C(=O)NO)C=CC(=C1)C=O 2-fluoro-4-formyl-N-hydroxybenzamide